(S)-1-(3-((4-([1,1'-biphenyl]-3-yl)-5-chloropyrimidin-2-yl)amino)piperidin-1-yl)ethan-1-one C1(=CC(=CC=C1)C1=NC(=NC=C1Cl)N[C@@H]1CN(CCC1)C(C)=O)C1=CC=CC=C1